C(N)(=N)C1=CC(=CS1)C=1C=C(C=CC1)NC(C(C)(C)OC1=CC=C(C=C1)OC)=O N-(3-(5-carbamimidoylthiophen-3-yl)phenyl)-2-(4-methoxyphenoxy)-2-methylpropanamide